C(C(CSSCC(CS)S)S)S dithiobis(propane-1,2-dithiol)